6-methylaminopyrimidine CNC1=CC=NC=N1